N-(6-(5-methyl-1,3,4-thiadiazol-2-yl)isoquinolin-3-yl)-2-(pyrrolidin-1-yl)propanamide CC1=NN=C(S1)C=1C=C2C=C(N=CC2=CC1)NC(C(C)N1CCCC1)=O